tetrathia-thiol S1SSSS1